(R)-(4-fluorophenyl)(8-methyl-3-(3-methyl-1,2,4-thiadiazol-5-yl)-1-(3-methylpyridin-4-yl)-5,6-dihydroimidazo[1,5-a]pyrazin-7(8H)-yl)methanone FC1=CC=C(C=C1)C(=O)N1[C@@H](C=2N(CC1)C(=NC2C2=C(C=NC=C2)C)C2=NC(=NS2)C)C